{2,3-bis[(1-oxooctadecyl)oxy]propyl}trimethylammonium Tert-butyl-(R)-2-(((5-(2-aminopyrazolo[1,5-a]pyridin-5-yl)-1-methyl-1H-pyrazol-4-yl)oxy)methyl)azetidine-1-carboxylate C(C)(C)(C)OC(=O)N1[C@H](CC1)COC=1C=NN(C1C1=CC=2N(C=C1)N=C(C2)N)C.O=C(CCCCCCCCCCCCCCCCC)OC(C[N+](C)(C)C)COC(CCCCCCCCCCCCCCCCC)=O